1-[3-(phenoxymethyl)pyridin-2-yl]-1H-pyrazole-4-carboxylic acid O(C1=CC=CC=C1)CC=1C(=NC=CC1)N1N=CC(=C1)C(=O)O